((1s,4s)-4-((3-methoxy-4-methylphenyl)carbamoyl)cyclohexyl)carbamate COC=1C=C(C=CC1C)NC(=O)C1CCC(CC1)NC([O-])=O